C(C)(=O)O[C@@H]1[C@@H]([C@H](O[C@H]1N1C2=NC(=NC=C2N(C1=O)CCC(C(F)(F)F)(F)F)N)COC(C)=O)F ((2R,3R,4S,5R)-4-acetoxy-5-(2-amino-8-oxo-7-(3,3,4,4,4-pentafluorobutyl)-7,8-dihydro-9H-purin-9-yl)-3-fluorotetrahydrofuran-2-yl)methylacetat